3-methyl-7-(4,4,5,5-tetramethyl-1,3,2-dioxaborolan-2-yl)imidazo[1,2-a]pyridine CC1=CN=C2N1C=CC(=C2)B2OC(C(O2)(C)C)(C)C